N[C@H]1[C@@H](C(N[C@@H]1C1=NN(C=C1)C)=O)C |r| rac-(3s,4s,5s)-4-amino-3-methyl-5-(1-methyl-1H-pyrazol-3-yl)pyrrolidin-2-one